FC(S(=O)(=O)OC=1C=2N(C=C(C1)C=1C=NN(C1)C1OCCCC1)N=CC2C#N)(F)F [3-cyano-6-(1-tetrahydropyran-2-ylpyrazol-4-yl)pyrazolo[1,5-a]pyridin-4-yl] trifluoromethanesulfonate